ClC1=NC=CC(=N1)C(=O)NC1CC(C1)OCCOC 2-chloro-N-((1r,3r)-3-(2-methoxyethoxy)cyclobutyl)pyrimidine-4-carboxamide